2-fluoro-6-(trifluoromethyl)phenylacetic acid FC1=C(C(=CC=C1)C(F)(F)F)CC(=O)O